OC=1C=C(C#N)C=CC1C1=C2C(=C(N=N1)NC1C(N(CCC1)C)=O)C=NC=C2 3-hydroxy-4-[4-[[1-methyl-2-oxo-3-piperidyl]amino]pyrido[3,4-d]pyridazin-1-yl]benzonitrile